COC(C(C(C)O[Si](C)(C)C(C)(C)C)N)=O methyl-2-amino-3-[(tert-butyldimethylsilyl) oxy]butanoate